C1(CC1)C(=O)NC1=CC(=C(N=N1)C(=O)NC([2H])([2H])[2H])NC1=CC=CC=2C=3C([C@H](N(C12)C)C)=NN(N3)C (R)-6-(cyclopropanecarboxamido)-N-(methyl-d3)-4-((2,4,5-trimethyl-4,5-dihydro-2H-[1,2,3]triazolo[4,5-c]quinolin-6-yl)amino)pyridazine-3-carboxamide